2-(2,6-dimethylpyridin-4-yl)morpholine CC1=NC(=CC(=C1)C1CNCCO1)C